FC=1C=C2C(=CNC2=CC1F)S(=O)(=O)Cl 5,6-difluoro-1H-indole-3-sulfonyl chloride